trans-Ethyl 4-(cyanomethyl)cyclohexanecarboxylate C(#N)C[C@@H]1CC[C@H](CC1)C(=O)OCC